ClC=1C=C(C=CC1Cl)C=1N=C(SC1CC(C)C)NCC(C(=O)OC)CCCCN1C(C2=CC=CC=C2C1=O)=O methyl 2-((4-(3,4-dichlorophenyl)-5-isobutylthiazol-2-ylamino)methyl)-6-(1,3-dioxoisoindolin-2-yl)hexanoate